NC1=NC=NC2=C(C=C(C=C12)Br)C#N 4-amino-6-bromoquinazoline-8-carbonitrile